C(C)N1C[C@@H](C[C@H](C1)F)NC1=NN=C(C=2N1N=CC2)C2=C(C=C(C=C2)C(F)(F)F)O 2-(7-(((3R,5R)-1-ethyl-5-fluoropiperidin-3-yl)amino)pyrazolo[1,5-d][1,2,4]triazin-4-yl)-5-(trifluoromethyl)phenol